(E)-1-(10-((4-((2,5-difluorobenzyl)oxy)phenyl)amino)-2,3-dihydro-4H-[1,4]oxazino[2,3-f]quinazolin-4-yl)-4-(dimethylamino)but-2-en-1-one FC1=C(COC2=CC=C(C=C2)NC2=NC=NC3=CC=C4C(=C23)OCCN4C(\C=C\CN(C)C)=O)C=C(C=C1)F